C1(CCCC1)CC(=O)NC=1C(=NC(=CC1C)N1CCOCC1)C 2-Cyclopentyl-N-(2,4-dimethyl-6-morpholin-4-yl-pyridin-3-yl)-acetamide